C[C@]12CC[C@H]3C(=CC(=O)[C@H]4[C@@]3(C[C@@H]([C@@H](C4)O)O)C)[C@@]1(CC[C@@H]2[C@](C)([C@@H](CCC(C)(C)O)O)O)O The molecule is an ecdysteroid that is ecdysone substituted by a hydroxy group at position 20. It has a role as a plant metabolite and an animal metabolite. It is a 20-hydroxy steroid, an ecdysteroid, a 14alpha-hydroxy steroid, a 3beta-sterol, a 2beta-hydroxy steroid, a 22-hydroxy steroid, a 25-hydroxy steroid and a phytoecdysteroid. It derives from an ecdysone.